CN(S(=O)(=O)C)C1=CC=C(C(=O)NC2CCC(CC2)NC2=CC(=NC(=C2)C(F)(F)F)C(F)(F)F)C=C1 4-(N-methylmethanesulfonamido)-N-[(1s,4s)-4-{[2,6-bis(trifluoromethyl)pyridin-4-yl]amino}cyclohexyl]benzamide